N,N-dibutyl-2-benzothiazolyl-sulfenamide C(CCC)N(SC=1SC2=C(N1)C=CC=C2)CCCC